N'-[(1E)-(4-bromo-2-hydroxyphenyl)methylidene]acetohydrazide BrC1=CC(=C(C=C1)\C=N\NC(C)=O)O